p-hydroxyphenylethyl anisoate C(C1=CC=C(C=C1)OC)(=O)OCCC1=CC=C(C=C1)O